Dimethyl selenate [Se](=O)(=O)(OC)OC